2,4-difluoro-N-(2-methoxy-5-(4-(piperazine-1-yl)pyrrolo[1,2-b]pyridazin-6-yl)pyridine-3-yl)benzenesulfonamide trifluoroacetate FC(C(=O)O)(F)F.FC1=C(C=CC(=C1)F)S(=O)(=O)NC=1C(=NC=C(C1)C=1C=C2N(N=CC=C2N2CCNCC2)C1)OC